[N+](=O)([O-])C1=CC=C(C=C1)S(=O)(=O)OC=1C(C2=CC=CC=C2C(C1)=O)=O 1,4-dioxo-1,4-dihydronaphthalen-2-yl 4-nitrobenzenesulfonate